2-(4-(dimethylamino)benzylidene)-1H-indene-1,3(2H)-Dione CN(C1=CC=C(C=C2C(C3=CC=CC=C3C2=O)=O)C=C1)C